CN(CC=CC(=O)N1CC(N(CC1)C1=CC=C(S1)CCC(=O)NCCCCCCNC(C1=CC=CC=C1)=O)=O)C N-(6-(3-(5-(4-(4-(dimethylamino)but-2-enoyl)-2-oxopiperazin-1-yl)thiophen-2-yl)propanamido)hexyl)benzamide